C(C)(=O)C=1C=C(C(N(C1C)C1=NC=C(C=C1)F)=O)C(=O)NC1=CC(=C(C=C1)OC1=CC=NC2=CC(=C(N=C12)OC)OC)F 5-acetyl-N-[4-[(6,7-dimethoxy-1,5-naphthyridin-4-yl)oxy]-3-fluorophenyl]-1-(5-fluoropyridin-2-yl)-6-methyl-2-oxopyridine-3-carboxamide